N-[(2E)-3-[(5-chloropyridin-2-yl)sulfonyl]prop-2-en-1-yl]-2-oxo-1,2,5,6,7,8-hexahydroquinoline-3-carboxamide ClC=1C=CC(=NC1)S(=O)(=O)/C=C/CNC(=O)C=1C(NC=2CCCCC2C1)=O